C(/C1=CC=CC=C1)=C(\C=C(\C(=O)OCC)/C)/CCC ethyl (E)-4-((E)-benzylidene)-2-methylhept-2-enoate